COC=1C(=NC(=CN1)C1=CN=CN1C)C(=O)NC1CCC(CC1)OC 3-methoxy-N-((1r,4r)-4-methoxycyclohexyl)-6-(1-methyl-1H-imidazol-5-yl)pyrazine-2-carboxamide